N-(4-cyclopropylphenyl)-4-hydroxy-N-methylpyrrolidine-2-carboxamide C1(CC1)C1=CC=C(C=C1)N(C(=O)C1NCC(C1)O)C